(R)- or (S)-3-((1-(4-(trifluoromethyl)-phenyl)-1,2,3,4-tetrahydro-quinolin-3-yl)amino)-propan-1-ol FC(C1=CC=C(C=C1)N1C[C@@H](CC2=CC=CC=C12)NCCCO)(F)F |o1:10|